2-[4-(dimethylamino)-phenyl]-5-[4-(3,6-di-tert-butylcarbazol-9-yl)phenyl]-1,3,4-oxadiazole CN(C1=CC=C(C=C1)C=1OC(=NN1)C1=CC=C(C=C1)N1C2=CC=C(C=C2C=2C=C(C=CC12)C(C)(C)C)C(C)(C)C)C